ethyl 2-(6-fluoronaphthalen-1-yl)acetate FC=1C=C2C=CC=C(C2=CC1)CC(=O)OCC